(R/S)-1-(2-fluoro-3-(trifluoromethyl)phenyl)ethane-1-amine hydrochloride Cl.FC1=C(C=CC=C1C(F)(F)F)[C@@H](C)N |r|